(3S,4S)-3-(5-amino-4-(((1R,2R)-2-(difluoromethyl)cyclopropyl)amino)-2-fluorobenzamido)-4-fluoropiperidine-1-carboxylic acid tert-butyl ester C(C)(C)(C)OC(=O)N1C[C@@H]([C@H](CC1)F)NC(C1=C(C=C(C(=C1)N)N[C@H]1[C@@H](C1)C(F)F)F)=O